(3R)-1-((1r,4R)-4-((2-(2,6-dioxopiperidin-3-yl)-1,3-dioxoisoindolin-4-yl)oxy)cyclohexane-1-carbonyl)pyrrolidine-3-carboxylic acid O=C1NC(CCC1N1C(C2=CC=CC(=C2C1=O)OC1CCC(CC1)C(=O)N1C[C@@H](CC1)C(=O)O)=O)=O